NC1=NC(=C(C(=N1)N)OCCCOC=1C=C(C(=O)NO)C=CC1F)CC 3-(3-[2,4-Diamino-6-ethylpyrimidin-5-yloxy]propoxy)-4-fluoro-N-hydroxybenzamide